(S)-1-chloro-3-(2-chloro-4-(2-(4-((R)-2-hydroxy-3-(4-(hydroxymethyl)-1H-1,2,3-triazol-1-yl)propoxy)phenyl)propan-2-yl)phenoxy)propan-2-ol ClC[C@H](COC1=C(C=C(C=C1)C(C)(C)C1=CC=C(C=C1)OC[C@@H](CN1N=NC(=C1)CO)O)Cl)O